C(C)(C)NNC(C1=CNC(C=C1)=COC1=NN2C(C3=CC=CC=C13)=NN=C2C2=NOC(=C2)COC)=O N-(isopropylamino)-6-((3-(5-methoxymethylisoxazol-3-yl)-[1,2,4]triazolo[3,4-a]phthalazin-6-oxy)methylene)nicotinamide